C(=C)[Si](OCCCCCC)(OCCCCCC)OCCCCCC vinyltrihexoxysilane